(R)-2-Cyclopropyl-7-(2-cyclopropyl-benzyl)-5-(2'-methoxy-4'-methyl-3,4,5,6-tetrahydro-2H-[1,3']bipyridinyl-4-yl)-4-methyl-2,4,5,7-tetrahydro-pyrazolo[3,4-d]pyrimidin-6-on C1(CC1)N1N=C2N(C(N([C@@H](C2=C1)C)C1CCN(CC1)C=1C(=NC=CC1C)OC)=O)CC1=C(C=CC=C1)C1CC1